ClC=1C=C(C=NC1OC1=CC=CC=C1)NC=1C2=C(N=CN1)C=CC(=N2)[C@@H]2CNCCC2 N-(5-chloro-6-phenoxy-3-pyridyl)-6-[(3S)-3-piperidyl]pyrido[3,2-d]pyrimidin-4-amine